3-(5-(6-aminopyrazin-2-yl)-1-oxoisoindolin-2-yl)piperidine-2,6-dione NC1=CN=CC(=N1)C=1C=C2CN(C(C2=CC1)=O)C1C(NC(CC1)=O)=O